2-(2,6-Dioxopiperidin-3-yl)-5-(((R)-pyrrolidin-3-yl)oxy)isoindoline-1,3-dione, hydrochloride Cl.O=C1NC(CCC1N1C(C2=CC=C(C=C2C1=O)O[C@H]1CNCC1)=O)=O